tert-butyl N-{4-fluoro-3-[(2-{[1-(2H3)methyl-1H-pyrazol-4-yl]amino}-5-[4-(trifluoromethyl)phenyl]pyrimidin-4-yl)amino]phenyl}carbamate FC1=C(C=C(C=C1)NC(OC(C)(C)C)=O)NC1=NC(=NC=C1C1=CC=C(C=C1)C(F)(F)F)NC=1C=NN(C1)C([2H])([2H])[2H]